C(C)(C)(C)OC(=O)N1C(CCCC1)NC=1C=C(C=2N(N1)C(=CN2)C)C2=CNC1=CC=CC=C21 ((8-(1H-indol-3-yl)-3-methylimidazo[1,2-b]pyridazin-6-yl)amino)piperidine-1-carboxylic acid tert-butyl ester